4-((2-(3-(2-(Isopropylamino)-2-oxoethoxy)phenyl)thieno[3,2-d]pyrimidin-4-yl)amino)benzamide C(C)(C)NC(COC=1C=C(C=CC1)C=1N=C(C2=C(N1)C=CS2)NC2=CC=C(C(=O)N)C=C2)=O